C(#N)C(C)(C)C=1C=CC(=NC1)C=1N=C2C(=NC1)N=C(S2)NC(=O)C=2C=NC(=CC2C2=CC(=NC=C2OC)C)C N-[6-[5-(1-cyano-1-methyl-ethyl)pyridin-2-yl]thiazolo[4,5-b]pyrazin-2-yl]-4-(5-methoxy-2-methylpyridine-4-yl)-6-methylpyridine-3-carboxamide